10-fluoro-8-[5-[2-[1-(trifluoromethyl)cyclopropyl]ethynyl]-3,4-dihydro-2H-quinolin-1-yl]-2,4,5,7,12-pentazatricyclo[7.4.0.02,6]trideca-1(13),3,5,7,9,11-hexaene FC1=C2C(=NC3=NN=CN3C2=CN=C1)N1CCCC2=C(C=CC=C12)C#CC1(CC1)C(F)(F)F